N-(2-(benzyloxy)-4-(5-oxo-4,5-dihydro-1,3,4-oxadiazol-2-yl)phenyl)-3,4-dichloro-5-methyl-1H-pyrrole-2-carboxamide C(C1=CC=CC=C1)OC1=C(C=CC(=C1)C=1OC(NN1)=O)NC(=O)C=1NC(=C(C1Cl)Cl)C